N-((1R,3S)-3-((6-chloro-2-(trifluoromethyl)quinolin-4-yl)amino)cyclohexyl)-1-((R)-Pyrrolidin-3-yl)-1H-pyrazole-4-carboxamide ClC=1C=C2C(=CC(=NC2=CC1)C(F)(F)F)N[C@@H]1C[C@@H](CCC1)NC(=O)C=1C=NN(C1)[C@H]1CNCC1